8-bromoquinoline-6-carboxylic acid methyl ester COC(=O)C=1C=C2C=CC=NC2=C(C1)Br